(2S,3R)-2-(6-chloro-4-(3-(dimethylamino)propyl)-1,1-dioxido-3,4-dihydro-2H-benzo[e][1,2,4]thiadiazin-2-yl)-3-(6-fluoro-2,3-dimethylphenyl)butanoic acid ClC=1C=CC2=C(N(CN(S2(=O)=O)[C@H](C(=O)O)[C@H](C)C2=C(C(=CC=C2F)C)C)CCCN(C)C)C1